ClC=1C=C(C=CC1F)N(C(=O)[C@H]1NC(N(C1)S(=O)(=O)C)=O)C (4S)-N-(3-chloro-4-fluoro-phenyl)-N-methyl-1-methylsulfonyl-2-oxo-imidazolidine-4-carboxamide